FC(C(=O)O)(F)F.NCC(CC=1N(C(NN1)=O)CC=1SC(=CC1)C=1N(C(=NC1)Cl)C)=C(F)F [2-(aminomethyl)-3,3-difluoro-allyl]-4-[[5-(2-chloro-3-methyl-imidazol-4-yl)-2-thienyl]methyl]-1,2,4-triazol-3-one trifluoroacetate salt